3-(5-{[(4-carbamimidoylphenyl)methyl]amino}-3-{1-[(3-hydroxypyrrolidin-1-yl)sulfonyl]-4-oxopyrrolidin-3-yl}-4-methoxy-1H-pyrazole-1-carbonyl)benzoic acid C(N)(=N)C1=CC=C(C=C1)CNC1=C(C(=NN1C(=O)C=1C=C(C(=O)O)C=CC1)C1CN(CC1=O)S(=O)(=O)N1CC(CC1)O)OC